3-[[3-[(1-tert-butoxycarbonyl-4-piperidyl)methyl]azetidin-1-yl]isoxazol-5-yl]-3-methyl-butanoic acid C(C)(C)(C)OC(=O)N1CCC(CC1)CC1CN(C1)C1=NOC(=C1)C(CC(=O)O)(C)C